[Si](C)(C)(C(C)(C)C)OCCN(C1=C(N=NC(=C1)Cl)Cl)C N-(2-{[tert-butyl(dimethyl)silyl]oxy}ethyl)-3,6-dichloro-N-methylpyridazin-4-amine